N-methyl-N-nitro-N'-nitrosoguanidine CN(/C(=N/N=O)/N)[N+](=O)[O-]